(2R)-1-[(4aR,8aS)-decahydroquinolin-1-yl]-6-amino-2-{cyclopropyl[(2,4-dimethoxyphenyl)methyl]amino}hexan-1-one N1(CCC[C@H]2CCCC[C@H]12)C([C@@H](CCCCN)N(CC1=C(C=C(C=C1)OC)OC)C1CC1)=O